O=C1NC(CCC1N1CC2=CC=C(C=C2C1=O)N1CCN(CC1)CC(=O)O)=O 2-[4-[2-(2,6-dioxo-3-piperidyl)-3-oxo-isoindolin-5-yl]piperazin-1-yl]acetic acid